N-[(5-Chlorothiophen-2-yl)methyl]-3-[4-(morpholin-4-carbonyl)piperazin-2-yl]-1H-pyrazol-5-amin hydrochlorid Cl.ClC1=CC=C(S1)CNC1=CC(=NN1)C1NCCN(C1)C(=O)N1CCOCC1